ClC=1C=C2C=3C=CC(=CC3NC2=CC1)C(C(=O)O)C 6-Chloro-α-methyl-carbazole-2-acetic acid